(4-chlorobenzyl)-N-(4-piperidinylmethyl)amine ClC1=CC=C(CNCC2CCNCC2)C=C1